ClC1=C(C=C2C=C(N=CC2=C1)NC(=O)[C@H]1[C@H]([C@@H]1C1=NN(C=C1)C)CC)N1CCN(CC1)[C@@]1(COC[C@@H]1O)C (1S,2S,3S)-N-[7-chloro-6-[4-((3R,4R)-4-hydroxy-3-methyl-tetrahydrofuran-3-yl)piperazin-1-yl]-3-isoquinolyl]-2-ethyl-3-(1-methylpyrazol-3-yl)cyclopropanecarboxamide